N-(3-fluoro-4-((7-(2-(3-fluoropyrrolidin-1-yl)ethoxy)-6-methoxyquinolin-4-yl)oxy)phenyl)-5-(4-fluorophenyl)-6-oxo-2,3,5,6-tetrahydrofuro[3,2-c]pyridine-7-carboxamide FC=1C=C(C=CC1OC1=CC=NC2=CC(=C(C=C12)OC)OCCN1CC(CC1)F)NC(=O)C1=C2C(=CN(C1=O)C1=CC=C(C=C1)F)CCO2